1-phenyl-3-(2-(undec-3-en-1-yl)-1,3-dioxolan-4-yl)propan-1-one C1(=CC=CC=C1)C(CCC1OC(OC1)CCC=CCCCCCCC)=O